tris(3,5-dibromophenyl)phosphorus oxide BrC=1C=C(C=C(C1)Br)P(C1=CC(=CC(=C1)Br)Br)(C1=CC(=CC(=C1)Br)Br)=O